[7-{2,5-dichloropyrimidin-4-yl}-1-oxo-1,2,3,4-tetrahydro-isoquinolin-2-yl]acetic acid tert-butyl ester C(C)(C)(C)OC(CN1C(C2=CC(=CC=C2CC1)C1=NC(=NC=C1Cl)Cl)=O)=O